ortho-bromoaniline carbonate C(O)(O)=O.BrC1=C(N)C=CC=C1